2-(2-chloro-4-nitrophenyl)acetaldehyde ClC1=C(C=CC(=C1)[N+](=O)[O-])CC=O